2-(((1-(3-((1-(4-chlorophenyl)-2-oxo-2-(6'-(trifluoromethyl)spiro[cyclopropane-1,3'-indolin]-1'-yl)ethyl)amino)-5-methoxyphenyl)ethylidene)amino)oxy)-2-methylpropanoic acid ClC1=CC=C(C=C1)C(C(N1CC2(C3=CC=C(C=C13)C(F)(F)F)CC2)=O)NC=2C=C(C=C(C2)OC)C(C)=NOC(C(=O)O)(C)C